4-(dimethylamino)-N-((1-methyl-3-oxo-2,3,5,6,7,8-hexahydroisoquinolin-4-yl)methyl)benzamide CN(C1=CC=C(C(=O)NCC=2C(NC(=C3CCCCC23)C)=O)C=C1)C